4,4-difluoro-azepane FC1(CCNCCC1)F